ClC=1C=CC(=NC1)OCC1=NC=CC(=N1)O[C@@H]1C[C@@H](N(CC1)CC1=NC2=C(N1C[C@H]1OCC1)C=C(C=C2F)C(=O)O)C {[(2S,4S)-4-[(2-{[(5-Chloropyridin-2-yl)oxy]methyl}pyrimidin-4-yl)oxy]-2-methylpiperidin-1-yl]methyl}-4-fluoro-1-{[(2S)-oxetan-2-yl]methyl}-1H-1,3-benzodiazole-6-carboxylic acid